4-{5-[(R)-(1,3-dimethyl-azetidin-3-yl)-hydroxy-(4-isopropyl-phenyl)-methyl]-pyridin-3-yl}-2-(5-methyl-pyrazin-2-yl)-butan-2-ol CN1CC(C1)(C)[C@@](C=1C=C(C=NC1)CCC(C)(O)C1=NC=C(N=C1)C)(C1=CC=C(C=C1)C(C)C)O